ClC1=CC2=C(C=N1)C(=NN2C=2C(=CC1=C(OCCN1)C2)OC)C(=O)O 6-Chloro-1-(6-methoxy-3,4-dihydro-2H-benzo[b][1,4]oxazin-7-yl)-1H-pyrazolo[4,3-c]pyridine-3-carboxylic acid